C(C)(C)(C)OC(=O)N(C1=C([N+](=CC2=C(C=CC=C12)Br)[O-])C(N(CCC)C(=O)OC(C)(C)C)=O)C(=O)OC(C)(C)C 4-(Bis(tert-butoxycarbonyl)amino)-8-bromo-3-((tert-butoxycarbonyl)(propyl)carbamoyl)isoquinoline 2-oxide